(S)-(6-(4-(5-chloro-2-methoxyphenyl)piperidin-1-yl)-2-azaspiro[3.4]octan-2-yl)(1-fluorocyclopropyl)methanone ClC=1C=CC(=C(C1)C1CCN(CC1)[C@@H]1CC2(CN(C2)C(=O)C2(CC2)F)CC1)OC